magnesium beta-hydroxy-beta-methylbutyrate OC(CC(=O)[O-])(C)C.[Mg+2].OC(CC(=O)[O-])(C)C